C[C@H]1CN(C[C@H](N1)C)C1=C(C=C(NC=2C(=NC(=C(N2)NC)C=2C3=C(C=NC2)N(C=N3)C)C(=O)OC)C=C1C)C methyl 3-[4-[(3S,5R)-3,5-dimethylpiperazin-1-yl]-3,5-dimethyl-anilino]-5-(methylamino)-6-(3-methylimidazo[4,5-c]pyridin-7-yl)pyrazine-2-carboxylate